4-((3-formylphenoxy)methyl)-N-methylbenzamide C(=O)C=1C=C(OCC2=CC=C(C(=O)NC)C=C2)C=CC1